5-bromo-3-methyl-2-oxo-benzimidazol BrC1=CC2=C(NC(N2C)=O)C=C1